NC1=CC=C(C=C1)N1CCC(CC1)CN1CCC(CC1)CCN1C=CC=C1 1-(2-(1-((1-(4-aminophenyl)piperidin-4-yl)methyl)piperidin-4-yl)ethyl)pyrrole